COC[C@H](C1=CC=CC=C1)NC(=O)C1=CC2=C(N=C(S2)C2CCNCC2)C=C1 (S)-N-(2-methoxy-1-phenylethyl)-2-(piperidin-4-yl)benzo[d]thiazole-6-carboxamide